C[C@H](CN1CC2(CS(C2)(=O)=O)CC1)CC=1C=NN(C1)CC(F)(F)F (S)-6-(2-Methyl-3-(1-(2,2,2-trifluoroethyl)-1H-pyrazol-4-yl)propyl)-2-thia-6-azaspiro[3.4]octane 2,2-dioxide